O1CNC2=C3C1=CC=CC3=CC=C2 2,3-Dihydro-naphth[1,8-de]-1,3-oxazin